6-(4-amino-2,3,5-trifluoro-phenyl)-8-isopropyl-2-methylsulfanyl-pyrido[2,3-d]pyrimidin-7-one NC1=C(C(=C(C=C1F)C1=CC2=C(N=C(N=C2)SC)N(C1=O)C(C)C)F)F